N,N'-bis[2-(1H-imidazol-4-yl)ethyl]propanediamide dibenzenesulfonate C1(=CC=CC=C1)S(=O)(=O)O.C1(=CC=CC=C1)S(=O)(=O)O.N1C=NC(=C1)CCNC(CC(=O)NCCC=1N=CNC1)=O